C(C)(C)(C)OC(NC1=CC(=CC=C1)OCC1=C(C=CC=C1)C(F)(F)F)=O (3-((2-(trifluoromethyl)benzyl)oxy)phenyl)carbamic acid tert-butyl ester